copper nickel-silicon [Si].[Ni].[Cu]